N-((1s,3s)-3-(6-((3-(3-(4-(2-(2,6-dioxopiperidin-3-yl)-1,3-dioxoisoindoline-5-yl)piperazin-1-yl)propoxy)benzyl)amino)-9H-purin-9-yl)cyclobutyl)-6-methylpicolinamide O=C1NC(CC[C@@H]1N1C(C2=CC=C(C=C2C1=O)N1CCN(CC1)CCCOC=1C=C(CNC2=C3N=CN(C3=NC=N2)C2CC(C2)NC(C2=NC(=CC=C2)C)=O)C=CC1)=O)=O